P(=O)(O)(O)O.OCC(O)CO.OCC(O)CO.OCC(O)CO triglycerol phosphate